(E)-N'-(6,7-dihydroquinolin-8(5H)-ylidene)-6-(pyridin-2-ylamino)-2-azaspiro[3.3]heptane-2-thiohydrazide N1=CC=CC=2CCC/C(/C12)=N\NC(=S)N1CC2(C1)CC(C2)NC2=NC=CC=C2